COCCN1C(CN2C(CC1)=CC(=N2)NC=2N=CC=1CCNCC1C2)=O 6-(2-methoxyethyl)-2-[(5,6,7,8-tetrahydro-2,6-naphthyridin-3-yl)amino]-4H,5H,6H,7H,8H-pyrazolo[1,5-d][1,4]diazepin-7-one